[Cl-].[Cl-].FC(C=1C=C(C=CC1)C(=[Zr+2](C1=CC(=CC=2C3=CC(=CC=C3CC12)C(C)(C)C)C(C)(C)C)C1C=CC=C1)C1=CC(=CC=C1)C(F)(F)F)(F)F Bis(m-trifluoromethylphenyl)methylene(cyclopentadienyl)(3,6-di-tert-butylfluorenyl)zirconium dichloride